C1(CCCC1)CN1CC(N(CC1)CC1=C2C=CN(C2=C(C=C1OC)C)C(=O)OC(C)(C)C)C1=CC=C(C=C1)C(=O)OC tert-Butyl 4-((4-(cyclopentylmethyl)-2-(4-(methoxycarbonyl)phenyl)piperazin-1-yl)methyl)-5-methoxy-7-methyl-1H-indole-1-carboxylate